6-(2-(aminomethyl)-1-methyl-1H-benzo[d]imidazol-6-yl)-4-(4-(difluoromethoxy)phenyl)-2-Ethoxythiazolo[4,5-b]pyridin-5(4H)-one NCC1=NC2=C(N1C)C=C(C=C2)C2=CC1=C(N(C2=O)C2=CC=C(C=C2)OC(F)F)N=C(S1)OCC